ethyl 2-(5-bromobenzofuran-3-yl)acetate BrC=1C=CC2=C(C(=CO2)CC(=O)OCC)C1